1-(oxan-2-yl)-1H-1,2,4-triazole O1C(CCCC1)N1N=CN=C1